3-fluoro-5-(trifluoromethyl)benzenesulfonamide hydrochloride Cl.FC=1C=C(C=C(C1)C(F)(F)F)S(=O)(=O)N